CC=1C=CC2=C(N=C(S2)[C@H]2N(CCC3=C2N=CN3)C(=O)C3=CN=CO3)C1 (S)-(4-(5-methylbenzo[d]thiazol-2-yl)-6,7-dihydro-1H-imidazo[4,5-c]pyridin-5(4H)-yl)(oxazol-5-yl)methanone